ClC1=CC=2C(=C3C(=NC2C=C1F)C1=CC2=C(C(N1C3)=O)COC([C@]2(O)CC)=O)[C@H](C)NC(C[C@@H](C)O)=O (R)-N-((S)-1-((S)-9-chloro-4-ethyl-8-fluoro-4-hydroxy-3,14-dioxo-3,4,12,14-tetrahydro-1H-pyrano[3',4':6,7]indolizino[1,2-b]quinolin-11-yl)ethyl)-3-hydroxybutanamide